COC1=CC=C2CCN(C2=C1)C=1C(NC(C1C1=CC=CC=C1)=O)=O 3-(6-methoxyindolin-1-yl)-4-phenyl-1H-pyrrole-2,5-dione